1-(2,4,6-Trimethylphenyl)-2-(dicyclohexylphosphino)imidazole CC1=C(C(=CC(=C1)C)C)N1C(=NC=C1)P(C1CCCCC1)C1CCCCC1